[Mn].[Zn].[Hg] mercury zinc-manganese